(S)-N-(3-(N-(tert-Butyl)sulfamoyl)phenyl)-5-(1,2-dihydroxypropan-2-yl)-3-(6-azaspiro[2.5]octan-6-yl)pyrazine-2-carboxamide C(C)(C)(C)NS(=O)(=O)C=1C=C(C=CC1)NC(=O)C1=NC=C(N=C1N1CCC2(CC2)CC1)[C@](CO)(C)O